1-Hexyl-3-methylimidazolium bromid [Br-].C(CCCCC)N1C=[N+](C=C1)C